3-phenylbenzyl ether C1(=CC=CC=C1)C=1C=C(COCC2=CC(=CC=C2)C2=CC=CC=C2)C=CC1